BrC=1C=CC(=NC1)CC(=O)N1CCN(CC1)C(=O)OC(C)(C)C tert-butyl 4-(2-(5-bromopyridin-2-yl)acetyl)piperazin-1-carboxylate